3,5-dimethylcyclohexaneformaldehyde CC1CC(CC(C1)C)C=O